C(C1=CC=CC=C1)NC[C@@H](CO)O (S)-3-benzylamino-1,2-propanediol